[Ni].[Y].[La] lanthanum yttrium-nickel